ClC=1C=CC(=NC1)OC=1C=NC=C(C1C)B1OC(C(O1)(C)C)(C)C 3-[(5-chloropyridin-2-yl)oxy]-4-methyl-5-(4,4,5,5-tetramethyl-1,3,2-dioxaborolan-2-yl)pyridine